2-{3-hydroxy-4-[(methylamino)methyl]phenyl}-2H-indazole-7-carboxamide trifluoroacetate FC(C(=O)O)(F)F.OC=1C=C(C=CC1CNC)N1N=C2C(=CC=CC2=C1)C(=O)N